N-(3-(2,6-dioxopiperidin-3-yl)phenyl)-4-((((1R,2S,4R)-1,7,7-trimethylbicyclo[2.2.1]heptane-2-yl)amino)methyl)benzamide O=C1NC(CCC1C=1C=C(C=CC1)NC(C1=CC=C(C=C1)CN[C@@H]1[C@@]2(CC[C@H](C1)C2(C)C)C)=O)=O